COC(CCCS(NC1=C(C=CC(=C1)NC(=O)C1=CC=C(C=C1)C1=CC=C(C=C1)C(F)(F)F)O)(=O)=O)=O 4-(N-(2-hydroxy-5-(4'-(trifluoromethyl)-[1,1'-biphenyl]-4-carboxamido)phenyl)sulfamoyl)butyric acid methyl ester